[C@@H]1([C@H](O)[C@@H](O)[C@@H](O)[C@H](O1)CO)OC[C@@H](CO)O 3-β-D-galactosyl-sn-glycerol